C(C)(C)(C)OC(=O)N1CCC2(CC1)OC(C1=CC(=CC=C1C2)N)=O.CC(C(=O)C2=CC=C(C=C2)N2CCOCC2)(C)N2CCOCC2 2-methyl-2-morpholino-1-(4-morpholinophenyl)propan-1-one tert-Butyl-7-amino-1-oxospiro[isochroman-3,4'-piperidine]-1'-carboxylate